3-(3-(6-Bromopyridin-2-yl)isoxazol-5-yl)-3-hydroxy-1-methylpyrrolidin-2-one BrC1=CC=CC(=N1)C1=NOC(=C1)C1(C(N(CC1)C)=O)O